3-(2-amino-[1,2,4]triazolo[1,5-a]pyridin-7-yl)-6-chloro-N-(3-(2,5-difluorophenyl)-2,2-difluoro-3-hydroxypropyl)-2-fluorobenzamide NC1=NN2C(C=C(C=C2)C=2C(=C(C(=O)NCC(C(O)C3=C(C=CC(=C3)F)F)(F)F)C(=CC2)Cl)F)=N1